FC(C=1C=CC(=C(C1)S(=O)(=O)NC1=NOC2=C1C(=CC(=C2)CN2N=CC(=C2)CNC(OC)=O)OC)OC)F methyl ((1-((3-((5-(difluoromethyl)-2-methoxyphenyl)sulfonamido)-4-methoxybenzo[d]isoxazol-6-yl)methyl)-1H-pyrazol-4-yl)methyl)carbamate